3-Bromo-9-(4-((2,2-difluoromorpholin-4-yl)caronyl)phenyl)-2-(trifluoromethyl)-4H-pyrido-[1,2-a]pyrimidin-4-on BrC1=C(N=C2N(C1=O)C=CC=C2C2=CC=C(C=C2)C21C(C(CCC2C1(C)C)(C)N1CC(OCC1)(F)F)=O)C(F)(F)F